4-(4-(1,1-difluoroethyl)phenyl)benzo[d]thiazol-6-amine FC(C)(F)C1=CC=C(C=C1)C1=CC(=CC2=C1N=CS2)N